2,6-di(benzhydryl)p-toluidine C(C1=CC=CC=C1)(C1=CC=CC=C1)C1=C(N)C(=CC(=C1)C)C(C1=CC=CC=C1)C1=CC=CC=C1